C1(CC1)C[C@@H](C(=O)OCC#C)NC(C[C@H]1N(C(CC1)=O)CC1=C(C(=CC=C1)F)F)=O Prop-2-yn-1-yl (S)-3-cyclopropyl-2-(2-((S)-1-(2,3-difluorobenzyl)-5-oxopyrrolidin-2-yl)acetamido)propanoate